Cl.ClC1=C(C=CC=C1C=1N=NN(C1)C1=CC(=CC=C1)F)[C@@]1(CC(N(C(N1)=N)[C@@H]1C[C@@H](OCC1)C)=O)C (6S)-6-{2-Chloro-3-[1-(3-fluoro-phenyl)-1,2,3-triazol-4-yl]phenyl}-2-imino-6-methyl-3-[(2S,4S)-2-methyltetrahydropyran-4-yl]-hexahydropyrimidin-4-one hydrochloride